O=C1NC(CCC1N1C(C2=CC=C(C=C2C1=O)NCCCCCC(=O)N1CCC(CC1)N1CCN(CC1)C)=O)=O 2-(2,6-Dioxopiperidin-3-yl)-5-((6-(4-(4-methylpiperazin-1-yl)piperidin-1-yl)-6-oxohexyl)amino)isoindoline-1,3-dione